C1(CCCC1)C#CC=1C=C(C=CC1)C1=CC(=C(N1CC1=CC(=C(C=C1)S(N)(=O)=O)F)CC1CC1)C=1SC=C(N1)C(=O)O 2-(5-(3-(cyclopentylethynyl)phenyl)-2-(cyclopropylmethyl)-1-(3-fluoro-4-sulfamoylbenzyl)-1H-pyrrol-3-yl)thiazole-4-carboxylic acid